C(C1=CC=CC=C1)C=1C=NN(C1)C(=O)N[C@@H]1C(N(C2=C(OC1)C=CC(=C2)C#CC(C)(C)O)C)=O (S)-4-Benzyl-N-(7-(3-hydroxy-3-methylbut-1-yn-1-yl)-5-methyl-4-oxo-2,3,4,5-tetrahydrobenzo[b][1,4]oxazepin-3-yl)-1H-pyrazol-1-carboxamid